(2R)-2-amino-3-(5-methoxypyridin-3-yl)propionic acid methyl ester dihydrochloride Cl.Cl.COC([C@@H](CC=1C=NC=C(C1)OC)N)=O